1-((6-bromo-4-(2-chlorophenyl)pyridin-3-yl)sulfonyl)-4-fluoropiperidine-4-carboxylic acid BrC1=CC(=C(C=N1)S(=O)(=O)N1CCC(CC1)(C(=O)O)F)C1=C(C=CC=C1)Cl